racemic-6-[7-(difluoromethyl)-6-(1-methylpyrazol-4-yl)-3,4-dihydro-2H-quinolin-1-yl]-1,3-dimethyl-indolin-2-one FC(C1=C(C=C2CCCN(C2=C1)C1=CC=C2[C@H](C(N(C2=C1)C)=O)C)C=1C=NN(C1)C)F |r|